C(C)(C)(C)C1=C(C=CC=C1)NC=1N=C(N=NC1Cl)NC1=C(C=C2CCN(CC2=C1)C)OC N5-(2-(tert-butyl)phenyl)-6-chloro-N3-(6-methoxy-2-methyl-1,2,3,4-tetrahydroisoquinolin-7-yl)-1,2,4-triazine-3,5-diamine